BrC=1C=C(C=CC1)[C@@H](C)N (1R)-1-(3-bromophenyl)ethan-1-amine